N-(4,4-Difluorocyclohexyl)-2-((6-methoxy-2-(2-methoxyimidazo[2,1-b][1,3,4]thiadiazol-6-yl)pyrazolo[1,5-a]pyridin-4-yl)oxy)acetamide FC1(CCC(CC1)NC(COC=1C=2N(C=C(C1)OC)N=C(C2)C=2N=C1SC(=NN1C2)OC)=O)F